rac-tert-butyl (3R,4R)-4-((6-chloropyrazin-2-yl)oxy)-3-fluoro-3-methylpiperidine-1-carboxylate ClC1=CN=CC(=N1)O[C@H]1[C@](CN(CC1)C(=O)OC(C)(C)C)(C)F |r|